2-{[4-({3-[(2-chloro-4-methylphenyl)(methyl)amino]phenyl}methyl)-1,2,3,6-tetrahydropyridin-1-yl]methyl}-1-{[(2S)-oxetan-2-yl]methyl}-1H-1,3-benzodiazole-6-carboxylic acid ClC1=C(C=CC(=C1)C)N(C=1C=C(C=CC1)CC=1CCN(CC1)CC1=NC2=C(N1C[C@H]1OCC1)C=C(C=C2)C(=O)O)C